(S)-6-(cyclopropanecarboxamido)-N-(methyl-d3)-4-((2,4,5-trimethyl-4,5-dihydro-2H-pyrazolo[4,3-c][1,7]naphthyridin-6-yl)amino)pyridazine-3-carboxamide C1(CC1)C(=O)NC1=CC(=C(N=N1)C(=O)NC([2H])([2H])[2H])NC1=NC=CC=2C=3C([C@@H](N(C12)C)C)=CN(N3)C